1-(4-(chloromethyl)phenyl)-4-methyl-piperazin-2-one ClCC1=CC=C(C=C1)N1C(CN(CC1)C)=O